2-[ethyl(isopropyl)amino]-5,7-dihydrofuro[3,4-b]pyridine-3-carboxylic acid C(C)N(C1=C(C=C2C(=N1)COC2)C(=O)O)C(C)C